CC=1C(=NC(=NC1)C(F)(F)F)N1CC2(CC1=O)CCN(CC2)C(=O)OC(C)(C)C tert-butyl 2-(5-methyl-2-(trifluoromethyl)pyrimidin-4-yl)-3-oxo-2,8-diazaspiro[4.5]decane-8-carboxylate